(S)-4-((2-(1-amino-1,3-dihydrospiro[indene-2,4'-piperidin]-1'-yl)-1H-imidazo[4,5-b]pyrazin-5-yl)thio)-3,3-difluoroindolin-2-one N[C@@H]1C2=CC=CC=C2CC12CCN(CC2)C2=NC=1C(=NC=C(N1)SC1=C3C(C(NC3=CC=C1)=O)(F)F)N2